C(C)(C)(C)OC(=O)N1CC(C1)N1C=CC=2C1=NC=C(C2)C(=O)O 1-(1-(tert-butoxycarbonyl)azetidin-3-yl)-1H-pyrrolo[2,3-b]pyridine-5-carboxylic acid